(trans)-4-((4'-((S)-4-hydroxy-3-(2-((S)-1-hydroxyethyl)-1H-imidazol-1-yl)but-1-yn-1-yl)-[1,1'-biphenyl]-4-yl)oxy)tetrahydrofuran-3-ol OC[C@H](C#CC1=CC=C(C=C1)C1=CC=C(C=C1)O[C@H]1[C@@H](COC1)O)N1C(=NC=C1)[C@H](C)O